OC1=C(C=C(C=C1)C1(CC(CC(C1)C)(C)C)C1=CC(=C(C=C1)O)C)C 1,1-bis(4-hydroxy-3-methylphenyl)-3,3,5-trimethyl-cyclohexane